ClCCC[SiH2]OC γ-chloropropylmethoxysilane